tert-Butyl 4-(((2-bromo-5-(trifluoromethyl)pyrazolo[1,5-a]pyrimidin-7-yl)amino)methyl)-4-(4-fluorophenyl)piperidine-1-carboxylate BrC1=NN2C(N=C(C=C2NCC2(CCN(CC2)C(=O)OC(C)(C)C)C2=CC=C(C=C2)F)C(F)(F)F)=C1